5-[6-(cyclopropylamino)-2-fluoropyridin-3-yl]-N-[(3S)-9-fluoro-2-oxo-5-phenyl-1,3-dihydro-1,4-benzodiazepine-3-yl]-1-(oxacyclohex-4-yl)pyrazole-4-carboxamide C1(CC1)NC1=CC=C(C(=N1)F)C1=C(C=NN1C1CCOCC1)C(=O)N[C@@H]1C(NC2=C(C(=N1)C1=CC=CC=C1)C=CC=C2F)=O